2-(1-(4-amino-3-(3-fluoro-4-methoxyphenyl)-1H-pyrazolo[3,4-d]pyrimidin-1-yl)ethyl)-3-cyclopentyl-5-fluoroquinazolin-4(3H)-one NC1=C2C(=NC=N1)N(N=C2C2=CC(=C(C=C2)OC)F)C(C)C2=NC1=CC=CC(=C1C(N2C2CCCC2)=O)F